1-(1-(3-chloro-5-(methoxymethyl)phenyl)-2-(dimethylamino)ethyl)-4-(5-morpholino-1-tosyl-1H-pyrrolo[2,3-b]pyridin-3-yl)pyridin-2(1H)-one ClC=1C=C(C=C(C1)COC)C(CN(C)C)N1C(C=C(C=C1)C1=CN(C2=NC=C(C=C21)N2CCOCC2)S(=O)(=O)C2=CC=C(C)C=C2)=O